(S)-N-(1-(2-chlorophenyl)ethyl)-5-(4-(trifluoromethyl)phenyl)-2-naphthamide ClC1=C(C=CC=C1)[C@H](C)NC(=O)C1=CC2=CC=CC(=C2C=C1)C1=CC=C(C=C1)C(F)(F)F